ClC=1C=C2C(=NC(=NC2=C(C1C1=CC(=CC2=CC=CC=C12)O)F)OCCN1CCOCC1)N1CCN(CC1)C(C=C)=O (S)-1-(4-(6-chloro-8-fluoro-7-(3-hydroxy-naphthalen-1-yl)-2-(2-morpholino-ethoxy)quinazolin-4-yl)piperazin-1-yl)prop-2-en-1-one